N-[3-(7-{[(3S,4R)-3-fluoro-1-methylpiperidin-4-yl]amino}-3-(2,2,2-trifluoroethyl)pyrazolo[1,5-a]pyridin-2-yl)prop-2-yn-1-yl]pyridine-2-carboxamide F[C@H]1CN(CC[C@H]1NC1=CC=CC=2N1N=C(C2CC(F)(F)F)C#CCNC(=O)C2=NC=CC=C2)C